FC=1C=C(C=CC1)C=1N=C2N(C(C1C)=O)C=C(C=C2C(C)OC2=C(C=CC=C2)C2(CS(C2)(=O)=O)O)C 2-(3-fluorophenyl)-9-(1-(2-(3-hydroxy-1,1-dioxidothietan-3-yl)phenoxy)ethyl)-3,7-dimethyl-4H-pyrido[1,2-a]pyrimidin-4-one